3-methoxy-5,6,7,8-tetrahydroimidazo[1,5-a]pyrazine 2,2,2-trifluoroacetate FC(C(=O)O)(F)F.COC1=NC=C2N1CCNC2